3-methoxy-4-({4-[({2-[methyl(methylsulfonyl)amino]pyridin-3-yl}methyl)amino]-5-(trifluoromethyl)pyrimidin-2-yl}amino)benzamide COC=1C=C(C(=O)N)C=CC1NC1=NC=C(C(=N1)NCC=1C(=NC=CC1)N(S(=O)(=O)C)C)C(F)(F)F